tert-butyl (3-formyl-2,2-dimethyl-2H-chromen-7-yl)(methyl)carbamate C(=O)C=1C(OC2=CC(=CC=C2C1)N(C(OC(C)(C)C)=O)C)(C)C